2-ethylbutyl (2S)-2-(((((2R,3S,4R,5S)-5-(4-aminopyrrolo[2,1-f][1,2,4]triazin-7-yl)-2-cyano-3,4-dihydroxytetrahydrofuran-2-yl) methoxy) (phenoxy) phosphoryl) amino)-2-cyclohexylacetate NC1=NC=NN2C1=CC=C2[C@H]2[C@@H]([C@@H]([C@@](O2)(C#N)COP(=O)(OC2=CC=CC=C2)N[C@H](C(=O)OCC(CC)CC)C2CCCCC2)O)O